1-methylhex-1-yl (5-chloro-8-quinolinoxy)acetate ClC1=C2C=CC=NC2=C(C=C1)OCC(=O)OC(CCCCC)C